N'-n-dodecyl-propane-1,3-diamine C(CCCCCCCCCCC)NCCCN